NC1=CC=C(C(=O)OC2=CC=CC=C2)C=C1 4-(4-aminobenzoyl)oxybenzene